O(C1=CC=CC=C1)C1=C(C=C(C=C1)N1C(N(C(NC1=O)=O)C1=CC=CC=C1)=O)CN1N=CC=C1 1-{4-Phenoxy-3-[(1H-pyrazol-1-yl)methyl]phenyl}-3-phenyl-1,3,5-triazine-2,4,6-trione